OC1C(N(CCC1O)C(CCC1=CC=CC=C1)=O)=O 3,4-Dihydroxy-1-(3-phenylpropanoyl)-2-piperidinone